C1(CC1)C=1C(=CC=2N(C1)C(=CN2)C2=CC=CC(=N2)N[C@H]2CNC[C@@H]2C(F)(F)F)OCC(F)F 6-(6-cyclopropyl-7-(2,2-difluoroethoxy)imidazo[1,2-a]pyridin-3-yl)-N-((3R,4S)-4-(trifluoromethyl)pyrrolidin-3-yl)pyridin-2-amine